8-Chloro-2-(1-(8-methyl-1,4-dioxaspiro[4.5]decan-8-yl)-1H-pyrazol-4-yl)-7-((2-methyl-1-((2-(trimethylsilyl)ethoxy)methyl)-1H-benzo[d]imidazol-6-yl)oxy)quinoxaline ClC=1C(=CC=C2N=CC(=NC12)C=1C=NN(C1)C1(CCC2(OCCO2)CC1)C)OC=1C=CC2=C(N(C(=N2)C)COCC[Si](C)(C)C)C1